rac-5-endo-cyclopropyl-6-exo-nitrobicyclo[2.2.1]hept-2-ene C1(CC1)C1C2C=CC(C1[N+](=O)[O-])C2